N(OP(OC)(O)=O)OP(OC)(O)=O iminobis(methyl-phosphoric acid)